2,6-Dicetylpyridine C(CCCCCCCCCCCCCCC)C1=NC(=CC=C1)CCCCCCCCCCCCCCCC